6,7-dihydrothieno[3,2-d]pyrimidine-5-oxide N1=CN=CC2=C1CCS2=O